CC=1C=NN(C1)C1=NC=CC(=C1)COC=1C=C(N=NC1)N 5-((2-(4-methyl-1H-pyrazol-1-yl)pyridin-4-yl)methoxy)pyridazin-3-amine